(R)-1-(1-(1H-1,2,4-triazol-3-yl)ethyl)-7-chloro-4-(dimethylamino)quinazolin-2(1H)-one N1N=C(N=C1)[C@@H](C)N1C(N=C(C2=CC=C(C=C12)Cl)N(C)C)=O